C(C)(=O)N1CC=2N(CC1)C(=NC2C=2C=CC=C1C=C(N=CC21)C=2C=CC(=NC2)C(=O)NCC=2C(=NC=C(C2)C2=C1CN(C(C1=CC=C2)=O)C2C(NC(CC2)=O)=O)N)CC 5-(8-(7-acetyl-3-ethyl-5,6,7,8-tetrahydroimidazo[1,5-a]pyrazin-1-yl)isoquinolin-3-yl)-N-((2-amino-5-(2-(2,6-dioxopiperidin-3-yl)-1-oxoisoindolin-4-yl)pyridin-3-yl)methyl)picolinamide